chloro-5-(3,5-difluorophenyl)pyrazine-2-carbonitrile ClC=1C(=NC=C(N1)C1=CC(=CC(=C1)F)F)C#N